1-(1,3-benzodioxol-4-yl)-N-[(5-phenylfuran-3-yl)methyl]methylamine O1COC2=C1C=CC=C2CNCC2=COC(=C2)C2=CC=CC=C2